(R)-N-(4-cyano-3-(trifluoromethyl)phenyl)-3-(5-fluoro-1H-indol-1-yl)-2-hydroxy-2-methylpropanamide C(#N)C1=C(C=C(C=C1)NC([C@](CN1C=CC2=CC(=CC=C12)F)(C)O)=O)C(F)(F)F